NC=1C=NN(C1N1[C@@H](CN(CC1)C(=O)OC(C)(C)C)C)C1COC1 tert-butyl (R)-4-(4-amino-1-(oxetan-3-yl)-1H-pyrazol-5-yl)-3-methylpiperazine-1-carboxylate